methyl 2-(tert-butoxycarbonylamino)-3-(5,6,7,8-tetrahydroquinolin-7-yl)propanoate C(C)(C)(C)OC(=O)NC(C(=O)OC)CC1CCC=2C=CC=NC2C1